(E)-3-(dimethylamino)-1-(4-methoxynaphthalene-1-yl)-2-(4-methoxyphenyl)prop-2-en-1-one CN(/C=C(/C(=O)C1=CC=C(C2=CC=CC=C12)OC)\C1=CC=C(C=C1)OC)C